OC[C@@]1(OC2=C(C1)C=C(C(=C2)OC(F)(F)F)NC(=O)C=2C=NN1C2N=CC=C1)C (R)-N-(2-(Hydroxymethyl)-2-methyl-6-(trifluoromethoxy)-2,3-dihydrobenzofuran-5-yl)pyrazolo[1,5-a]pyrimidine-3-carboxamide